2-(4-(2-ethyl-3-((4-(4-fluorophenyl)thiazol-2-yl)(methyl)amino)imidazo[1,2-a]pyridin-6-yl)piperazin-1-yl)-1-morpholinoethanone C(C)C=1N=C2N(C=C(C=C2)N2CCN(CC2)CC(=O)N2CCOCC2)C1N(C)C=1SC=C(N1)C1=CC=C(C=C1)F